FC1=C(C=C(C=C1)OC1=CC(=CC=C1)F)[C@@H]1N(OCC1)C1=CC(=NC=N1)NC=1C(=CC(=C(C1)NC(C=C)=O)N1CCN(CC1)C)OC (R)-N-(5-((6-(3-(2-fluoro-5-(3-fluorophenoxy)phenyl)isoxazolidin-2-yl)pyrimidine-4-yl)amino)-4-methoxy-2-(4-methylpiperazin-1-yl)phenyl)acrylamide